COC(/C(=C/OC1=CC2=C(N(CC(CS2(=O)=O)(CC)CC)C2=CC=C(C=C2)[N+](=O)[O-])C=C1SC)/F)=O (Z)-3-((3,3-diethyl-7-(methylsulfanyl)-5-(4-nitrophenyl)-1,1-dioxido-2,3,4,5-tetrahydro-1,5-benzothiazepin-8-yl)oxy)-2-fluoroacrylic acid methyl ester